3-[[6-[6-(3-cyclopropyl-1,2,4-triazol-1-yl)-2-azaspiro[3.3]heptane-2-carbonyl]-2,6-diazaspiro[3.3]heptane-2-yl]sulfonyl]-4-fluoro-benzamide C1(CC1)C1=NN(C=N1)C1CC2(CN(C2)C(=O)N2CC3(CN(C3)S(=O)(=O)C=3C=C(C(=O)N)C=CC3F)C2)C1